(7S)-2,4-dichloro-7'-fluoro-spiro[6,8-dihydro-5H-pyrido[4,3-d]pyrimidine-7,1'-indane] ClC=1N=C(C2=C(N1)C[C@]1(CCC3=CC=CC(=C13)F)NC2)Cl